3,5-nonadiene CCC=CC=CCCC